Bis(2,6-difluoro-3-(1-hydropyrrol-1-yl)phenyl)titanocene C1=CN(C=C1)C2=C([C-]=C(C=C2)F)F.C1=CN(C=C1)C2=C([C-]=C(C=C2)F)F.[CH]1[CH][CH][CH][CH]1.[CH]1[CH][CH][CH][CH]1.[Ti+2]